C(C)(C)(C)OC(C1=CC(=CC=C1)N1CC2(CC1)C(NC(CCC2)=O)=O)=O.CC2=NN(C1=NC(=CC=C12)NC(C1=C(C=CC=C1)N1CCC2(CC2)CC1)=O)CCC(F)(F)F N-(3-methyl-1-(3,3,3-trifluoropropyl)-1H-pyrazolo[3,4-b]pyridin-6-yl)-2-(6-azaspiro[2.5]octan-6-yl)benzamide tert-Butyl-3-(6,8-dioxo-2,7-diazaspiro[4.6]undecan-2-yl)benzoate